(cyclopropylsulfonyl)[4-({7-(6-chloro-3-pyridazinyloxy)-6-fluoro-2-oxo-2H,3H-spiro[1,3-benzoxazine-4,3'-oxetan]-3-yl}methyl)-3-fluoro-2-pyridyl]amine C1(CC1)S(=O)(=O)NC1=NC=CC(=C1F)CN1C(OC2=C(C=C(C(=C2)OC=2N=NC(=CC2)Cl)F)C12COC2)=O